BrC1=C(C=C2C(=C1)NC(C21CCOCC1)=O)F 6-bromo-5-fluoro-2',3',5',6'-tetrahydrospiro[indoline-3,4'-pyran]-2-one